C(=O)C1=CC=C(C=C1)C=1C=C(C=C(C1)C1=CC=C(C=C1)C=O)C1=CC=C(C=O)C=C1 4-[3,5-Bis(4-formylphenyl)phenyl]benzaldehyde